2-[3-[[4-(4-Methoxyphenyl)-5-(4-pyridinyl)-4H-1,2,4-triazol-3-yl]thio]propyl]-1H-benz[de]isoquinoline-1,3(2H)-dione COC1=CC=C(C=C1)N1C(=NN=C1C1=CC=NC=C1)SCCCN1C(C2=CC=CC=3C2=C(C1=O)C=CC3)=O